[Cl-].CC1(N(CCC1[NH3+])C)C trimethylpyrrolidin-3-aminium chloride